[[(3R)-1-ethyl-3-piperidyl]amino]-1,2,4-triazin-5-one C(C)N1C[C@@H](CCC1)NC1=NN=CC(N1)=O